N-(1-cyclohexylethyl)-1H-benzo[d]imidazole-5-sulfonamide C1(CCCCC1)C(C)NS(=O)(=O)C1=CC2=C(NC=N2)C=C1